(3R)-8-(4-acryloylpiperazin-1-yl)-11-(2,4-difluorophenyl)-3-(2-methoxyethoxy)-10-(trifluoromethyl)-3,4-dihydro-2H,6H-[1,4]thiazepino[2,3,4-ij]quinazolin-6-one C(C=C)(=O)N1CCN(CC1)C1=NC(N2C3=C(C(=C(C=C13)C(F)(F)F)C1=C(C=C(C=C1)F)F)SC[C@@H](C2)OCCOC)=O